C(CCC)N1C(C2=CC=3C(C=C2C1=O)=NN(N3)C3=C(C(=CC(=C3)C(C)(CC(C)(C)C)C)C(C)(C)C3=CC=CC=C3)O)=O 6-butyl-2-(2-hydroxy-3-(2-phenylpropan-2-yl)-5-(2,4,4-trimethylpentan-2-yl)phenyl)-[1,2,3]triazolo[4,5-f]isoindole-5,7(2H,6H)-dione